O=S1(C[C@@H](C=C1)NC(=O)C1=[N+](C=C(C=C1)C1=C(C=C(C=C1F)F)F)[O-])=O (R)-2-((1,1-dioxido-2,3-dihydrothiophen-3-yl)carbamoyl)-5-(2,4,6-trifluorophenyl)pyridine 1-oxide